ClC=1C(=CC(=C(C(=O)NS(=O)(=O)C2=C(C=C(C=C2F)N2CCCCC2)F)C1)F)OCC1CCCC1 5-chloro-4-(cyclopentylmethoxy)-N-((2,6-difluoro-4-(piperidin-1-yl)phenyl)-sulfonyl)-2-fluorobenzamide